C1(CC1)[C@@H]([C@@H](CC(=O)O)C)NC(CN1C(C(C2=C(C(=CC=C12)C1CC1)F)(C)C)=O)=O (3R,4R)-4-cyclopropyl-4-(2-(5-cyclopropyl-4-fluoro-3,3-dimethyl-2-oxoindol-1-yl)acetamido)-3-methylbutanoic acid